C(C)OC(=O)C1=NOC(=C1)COS(=O)(=O)C1=CC=C(C)C=C1 5-(p-toluenesulfonyloxymethyl)isoxazole-3-carboxylic acid ethyl ester